ClC1=C(C=C(C=C1)C1=[N+](C=C(C=C1Cl)C(F)(F)F)[O-])C1=NOC(C1)(C(=O)OCC)C Ethyl 3-[2-chloro-5-(3-chloro-1-oxido-5-trifluoromethyl-2-pyridyl)-phenyl]-5-methyl-4H-isoxazole-5-carboxylate